(E)-2-(4-(4-(dimethylamino)phenyl)buta-1-en-3-ynyl)benz[d]thiazole-6-ol CN(C1=CC=C(C=C1)C#C/C=C/C=1SC2=C(N1)C=CC(=C2)O)C